ClC1=C(C=CC=C1NC=1C=NC(=CC1)C)[C@@]1(CC(N(C(N1)=N)C1CC(C1)(C)O)=O)C (6S)-6-{2-Chloro-3-[(6-methyl-pyridin-3-yl)amino]phenyl}-3-(3-hydroxy-3-methylcyclobutyl)-2-imino-6-methyl-hexahydropyrimidin-4-one